7-(3-fluoropyridin-2-yl)-2-(pyridin-2-yl)thieno[3,2-d]pyrimidin-4-ol FC=1C(=NC=CC1)C1=CSC2=C1N=C(N=C2O)C2=NC=CC=C2